5-(5-hydroxy-isoxazol-3-yl)-furan-2-phosphonic acid OC1=CC(=NO1)C1=CC=C(O1)P(O)(=O)O